C(C)[C@@]1(CCC=C(C1)C(CCC=C)=O)C |r| (+-)-1-(5-ethyl-5-methyl-1-cyclohexen-1-yl)-4-penten-1-one